CN(O)C N,N-dimethyl-hydroxylamine